CC=1CCCC(C1)(C)C 2,4,4-trimethyl-2-cyclohexen